(5R,6aR)-5-methyl-3-(trifluoromethyl)-5,6,6a,7,9,10-hexahydro-8H-pyrazino[1,2-a][1,8]naphthyridin C[C@@H]1C[C@H]2N(C=3N=CC(=CC13)C(F)(F)F)CCNC2